FC=1C=NC(=NC1)N1CCN(CC1)C1=CC=C(N)C=C1 4-[4-(5-fluoro-pyrimidin-2-yl)-piperazin-1-yl]Aniline